C[C@]12CC[C@@H]([C@@]([C@@H]1CC[C@@]3([C@@H]2CC=C4[C@]3(C[C@H]([C@@]5([C@H]4CC(CC5)(C)C)C(=O)O[C@H]6[C@@H]([C@H]([C@@H]([C@H](O6)CO[C@H]7[C@@H]([C@H]([C@@H]([C@H](O7)CO)O)O)O[C@H]8[C@@H]([C@H]([C@@H]([C@H](O8)CO)O)O)O)O)O[C@H]9[C@@H]([C@H]([C@@H]([C@H](O9)CO)O)O)O)O)O)C)C)(C)C(=O)O[C@H]1[C@@H]([C@H]([C@@H]([C@H](O1)CO)O)O)O)O The molecule is a pentacyclic triterpenoid saponin isolated from the aerial parts of Dianthus versicolor. It has been shown to exhibit cytotoxic activity against a panel of cancer cell lines. It has a role as an antineoplastic agent and a plant metabolite. It is a carboxylic ester, a pentacyclic triterpenoid and a triterpenoid saponin. It derives from a 16alpha-hydroxygypsogenic acid. It derives from a hydride of an oleanane.